C1=CC(=C(C2=C1NC=C2O[C@H]3[C@@H]([C@H]([C@@H]([C@H](O3)CO)O)O)N)Cl)Br The molecule is an indolyl carbohydrate that is the beta-D-glucosaminide of indoxyl in which the indole moiety is substituted at positions 4 and 5 by chlorine and bromine, respectively. It is an indolyl carbohydrate, a D-glucosaminide, a monosaccharide derivative, a bromoindole and a chloroindole. It derives from an indoxyl.